N-(5-(6-ethoxypyrazin-2-yl)pyridin-2-yl)-4-(2-(ethylsulfonamido)pyrimidin-4-yl)piperidine-4-carboxamide hydrochloride Cl.C(C)OC1=CN=CC(=N1)C=1C=CC(=NC1)NC(=O)C1(CCNCC1)C1=NC(=NC=C1)NS(=O)(=O)CC